2,4,6-trifluoro-N-(5-(4-(4-(2-fluoroacryloyl)piperazin-1-yl)quinazolin-6-yl)-2-methoxypyridin-3-yl)benzene-sulfonamide FC1=C(C(=CC(=C1)F)F)S(=O)(=O)NC=1C(=NC=C(C1)C=1C=C2C(=NC=NC2=CC1)N1CCN(CC1)C(C(=C)F)=O)OC